ethylene glycol dioctadecenoate C(C=CCCCCCCCCCCCCCCC)(=O)OCCOC(C=CCCCCCCCCCCCCCCC)=O